S(=O)(=O)(O)O.COC1=CC=CC=2N(C3=CC=CC=C3NC12)C 1-methoxy-5-methylphenazine sulfate